(R)-(4-Cyclopropyl-phenyl)-{5-[3-(4-methoxy-tetrahydro-pyran-4-yl)-[1,2,4]oxadiazol-5-yl]-pyridin-3-yl}-(3-methyl-azetidin-3-yl)-methanol, hydrochloride salt Cl.C1(CC1)C1=CC=C(C=C1)[C@@](O)(C1(CNC1)C)C=1C=NC=C(C1)C1=NC(=NO1)C1(CCOCC1)OC